L-8-hydroxyquinolineacetonitrile OC=1C=CC=C2C=CC(=NC12)CC#N